FC1=CC=C(C=C1)C(C=CC1=CC=C(OCCCCCC(=O)O)C=C1)=O 6-[4-[3-(4-Fluorophenyl)-3-oxoprop-1-enyl]phenoxy]hexanoic acid